(2S,5S)-5-{(2S,3S)-2-[2-(2-Fluoro-ethoxy)-acetylamino]-3-methyl-pentanoylamino}-4-oxo-1,2,4,5,6,7-hexahydro-azepino[3,2,1-hi]indole-2-carboxylic acid (3H-imidazol-4-ylmethyl)-amide N1=CNC(=C1)CNC(=O)[C@H]1N2C3=C(C=CC=C3C1)CC[C@@H](C2=O)NC([C@H]([C@H](CC)C)NC(COCCF)=O)=O